ClC=1C(=C(NC=2C3=C(N=CN2)C=CC(=N3)O[C@@H]3CN(CC3)C(=O)OC(C)(C)C)C=CC1OCC#N)F tert-butyl (3S)-3-[4-[3-chloro-4-(cyanomethoxy)-2-fluoro-anilino]pyrido[3,2-d]pyrimidin-6-yl]oxypyrrolidine-1-carboxylate